FC(C1=NC=CC(=C1)C=1C(=C2CCCC2=CC1)NC(=O)C1=NN2C(OCCC2)=C1S(=O)(N)=N)(F)F ((5-(2-(trifluoromethyl)pyridin-4-yl)-2,3-dihydro-1H-inden-4-yl)carbamoyl)-6,7-dihydro-5H-pyrazolo[5,1-b][1,3]oxazine-3-sulfonimidamide